1-((3-chlorobenzyl)oxy)-3-iodopropan-2-one ClC=1C=C(COCC(CI)=O)C=CC1